4-(1-adamantylamino)-4-oxobutanoate C12(CC3CC(CC(C1)C3)C2)NC(CCC(=O)[O-])=O